5-(1-(3,5-Dichloropyridin-4-yl)ethoxy)-N-(1-(1-Methylazetidin-3-yl)-1H-Pyrazol-4-yl)-1H-Indazol-3-Carboxamid ClC=1C=NC=C(C1C(C)OC=1C=C2C(=NNC2=CC1)C(=O)NC=1C=NN(C1)C1CN(C1)C)Cl